C(#N)/C(/C(=O)NC1=NC=C(C=N1)S(N(C)CCOC)(=O)=O)=C(\C=1C=NOC1C)/O (Z)-2-cyano-3-hydroxy-N-(5-(N-(2-methoxyethyl)-N-methylsulfamoyl)pyrimidin-2-yl)-3-(5-methylisoxazol-4-yl)acryl-amide